1-Methyl-4-[rac-(5S)-5-methyl-2-piperidyl]indazole CN1N=CC2=C(C=CC=C12)C1NC[C@H](CC1)C |r|